4-((5-fluoro-4-iodo-3-(1-phenylvinyl)pyridin-2-yl)amino)-6,6-dimethyl-5,6-dihydropyridin-2(1H)-one FC=1C(=C(C(=NC1)NC1=CC(NC(C1)(C)C)=O)C(=C)C1=CC=CC=C1)I